CC(=O)NC1=CC=C(C=C1)S(=O)(=O)N2CCCCC2C3=NC4=CC=CC=C4S3 The molecule is a sulfonamide in which the nitrogen is the piperidinyl nitrogen of a 2-(1,3-benzothiazol-2-yl)piperidin-1-yl group and the sulfonyl sulfur carries a 4-acetamidophenyl substituent.